N-(1-(9-methyl-6-(4-(trifluoromethoxy)phenyl)-9H-purin-2-yl)azetidin-3-yl)acrylamide silicon aluminum-silicon [Si].[Al].[Si].CN1C2=NC(=NC(=C2N=C1)C1=CC=C(C=C1)OC(F)(F)F)N1CC(C1)NC(C=C)=O